OCCN1CCN(CC1)CCCOC1=CC=C2C=C(C(OC2=C1)=NO)C(C)=O 7-[3-(4-hydroxyethyl-1-piperazinyl)propoxy]-3-acetylcoumarin oxime